ClC1=CC=C(CN2[C@@]3(CCN(C3)C3=CC=CC=C3)C(N(CC2=O)C(C)C)=O)C=C1 (R)-6-(4-chlorobenzyl)-9-isopropyl-2-phenyl-2,6,9-triazaspiro[4.5]decane-7,10-dione